C(#N)C1=C(OC2=C(C=C(C=C2C1=O)C)C(C)NC1=C(C(=O)O)C=CC=C1)N1CCC(CC1)(C)C [1-[3-cyano-2-(4,4-dimethyl-1-piperidinyl)-6-methyl-4-oxo-chromen-8-yl]ethylamino]benzoic acid